10-(2-(2-(2-oxa-6-azaspiro[3.3]heptan-6-yl)ethoxy)ethyl)-3,7-di(1H-indazol-5-yl)-8-methyl-10H-benzo[b]pyrido[2,3-e][1,4]oxazine C1OCC12CN(C2)CCOCCN2C1=C(OC3=C2N=CC(=C3)C=3C=C2C=NNC2=CC3)C=C(C(=C1)C)C=1C=C3C=NNC3=CC1